n-hexacontane CCCCCCCCCCCCCCCCCCCCCCCCCCCCCCCCCCCCCCCCCCCCCCCCCCCCCCCCCCCC